ClC1=NC(=CC(=C1)C1=C(N=C(S1)NC(=O)N1C[C@@H](NCC1)C(C)(C)O)C1=CC(=CC=C1)C#N)C (3R)-N-[5-(2-Chloro-6-methyl-4-pyridyl)-4-(3-cyanophenyl)thiazol-2-yl]-3-(1-hydroxy-1-methyl-ethyl)piperazin-1-carboxamid